C(CCCCCCCCCCC)OC=1C(=O)O[C@@H](C1OCC(C)(C)O)[C@@H](O)CO 2-O-dodecyl-3-O-(2-hydroxyisobutyl)ascorbic acid